COC(=O)C1=NC(=CN=C1OC1=C(C(=C(C=C1)F)F)OC)I.CC1=NC=CC(=C1)C=1C=C2C(=NC1)N(N=C2)CC(=O)NC2=NC=C(C=C2)C2=NC=CN=C2 2-[5-(2-methyl-4-pyridyl)pyrazolo[3,4-b]pyridin-1-yl]-N-(5-pyrazin-2-yl-2-pyridyl)acetamide methyl-3-(3,4-difluoro-2-methoxy-phenoxy)-6-iodo-pyrazine-2-carboxylate